NC1=NC=CC=C1C1=NC=2C(=NC(=CC2)C2=CC=C(C=C2)F)N1C1=CC=C(CN2CCN(CC2)C2=NC=CC(=N2)C#N)C=C1 2-(4-(4-(2-(2-aminopyridin-3-yl)-5-(4-fluorophenyl)-3H-imidazo[4,5-b]pyridin-3-yl)benzyl)piperazin-1-yl)pyrimidine-4-carbonitrile